3-(3-(cyclopropylethynyl)benzyl)-5-((tetrahydro-2H-pyran-2-yl)methyl)-1,3,4-oxadiazol-2(3H)-one C1(CC1)C#CC=1C=C(CN2C(OC(=N2)CC2OCCCC2)=O)C=CC1